C(C)OCC(=O)C1=C(C=CC=C1)OCC 2,2'-diethoxy-acetophenone